(E)-4-(2-(5-amino-6-benzylpyrazin-2-yl)vinyl)phenol NC=1N=CC(=NC1CC1=CC=CC=C1)/C=C/C1=CC=C(C=C1)O